N-(3,3-difluoropiperidin-4-yl)-2-methyl-5-((5-methylpyrazin-2-yl)methoxy)benzofuran FC1(CNCCC1N1C(C=NC(=C1)C)COC=1C=CC2=C(C=C(O2)C)C1)F